NC1=NN2C(C=C(C=C2)C=2C=NC(=C(C(=O)N[C@@H](C([2H])([2H])[2H])C3=C(C=CC(=C3)C(F)(F)F)F)C2)OC)=N1 (S)-5-(2-amino-[1,2,4]triazolo[1,5-a]pyridin-7-yl)-N-(1-(2-fluoro-5-(trifluoromethyl)phenyl)ethyl-2,2,2-d3)-2-methoxynicotinamide